N-(6-(1-methyl-1H-pyrazol-4-yl)isoquinolin-3-yl)-2-((4-methylpiperazin-1-yl)sulfonyl)isonicotinamide CN1N=CC(=C1)C=1C=C2C=C(N=CC2=CC1)NC(C1=CC(=NC=C1)S(=O)(=O)N1CCN(CC1)C)=O